C(C=C)OC(C1=CC=C(C(=O)OCC=C)C=C1)=O terephthalic acid diallyl ester